tert-butyl (4S)-4-(2-(2,6-dioxopiperidin-3-yl)-1-oxoisoindolin-5-yl)-4-hydroxy-2,2-dimethylpiperidine-1-carboxylate O=C1NC(CCC1N1C(C2=CC=C(C=C2C1)[C@]1(CC(N(CC1)C(=O)OC(C)(C)C)(C)C)O)=O)=O